(S)-(4-(tert-butyl)phenyl)(2-methoxyphenyl)methanol C(C)(C)(C)C1=CC=C(C=C1)[C@H](O)C1=C(C=CC=C1)OC